C(C1=CC=CC=C1)OC=1C(=NN(C1C=1OC(=C(N1)C1=NC(=CC2=C1C=NN2C)C(=O)NCC2=C(C=C(C=C2)OC)OC)C=O)CC)C 4-{2-[4-(benzyloxy)-1-ethyl-3-methyl-1H-pyrazol-5-yl]-5-formyl-1,3-oxazol-4-yl}-N-[(2,4-dimethoxyphenyl)methyl]-1-methyl-1H-pyrazolo[4,3-c]pyridine-6-carboxamide